(4-chloro-6-methoxypyrimidin-2-yl)-carbamic acid phenyl ester C1(=CC=CC=C1)OC(NC1=NC(=CC(=N1)Cl)OC)=O